ClC1=CC=CC2=C1C(=NO2)N2CCN(CC2)C2=NC=CC=C2Cl 4-chloro-3-(4-(3-chloropyridin-2-yl)piperazin-1-yl)benzo[d]isoxazole